ClC=1C=CC=2N=CN=C(C2N1)NC1=CC(=C(C=C1)OCC(F)(F)F)Cl 6-Chloro-N-(3-chloro-4-(2,2,2-trifluoroethoxy)phenyl)pyrido[3,2-d]pyrimidin-4-amine